NC=1C=C(C=CC1)N1C(C(=CC2=C1N=C(N=C2)NC=2C=NC(=CC2)N2CCOCC2)C2=CC=CC=C2)=O 8-(3-aminophenyl)-2-((6-morpholinopyridin-3-yl)amino)-6-phenylpyrido[2,3-d]pyrimidin-7(8H)-one